2-(2-chlorophenyl)-N-{4-[2-(difluoromethyl)-1,3-thiazol-5-yl]-3-sulfamoylphenyl}acetamide ClC1=C(C=CC=C1)CC(=O)NC1=CC(=C(C=C1)C1=CN=C(S1)C(F)F)S(N)(=O)=O